COC1=CC=C(C=C1)C1=CN=C2N1C=CN=C2NC2=CC(=C(C=C2)N)C N1-(3-(4-methoxyphenyl)imidazo[1,2-a]pyrazin-8-yl)-3-methylbenzene-1,4-diamine